NCCC=1C(OC2=CC=CC=C2C1)=O aminoethylcoumarin